5,6-dimethyl-2-(methylsulfanyl)[1,3]thiazolo[4,5-d]pyrimidin-7(6H)-one CC=1N(C(C2=C(N1)N=C(S2)SC)=O)C